CCCCC/C=C\C/C=C\C/C=C\C/C=C\CCCC(=O)O[C@H](COC(=O)CCCCCCC/C=C\C/C=C\CCCC)COP(=O)([O-])OCC[N+](C)(C)C 1-(9Z,12Z-heptadecadienoyl)-2-(5Z,8Z,11Z,14Z-eicosatetraenoyl)-glycero-3-phosphocholine